FC1(CN(CC[C@H]1NC1=NN2C(C(=N1)OC([2H])([2H])[2H])=C(C(=C2)F)C=2C=CC1=C(N(N=N1)CC(F)(F)F)C2)C2COC2)F (R)-N-(3,3-difluoro-1-(oxetan-3-yl)piperidin-4-yl)-6-fluoro-4-(methoxy-d3)-5-(1-(2,2,2-trifluoroethyl)-1H-benzo[d][1,2,3]triazol-6-yl)pyrrolo[2,1-f][1,2,4]triazin-2-amine